N-[3-(azepan-1-yl)-4-{7-methyl-5h,6h,7h,8h-imidazo[1,5-a]pyrazin-3-yl}phenyl]cyclopropanecarboxamide N1(CCCCCC1)C=1C=C(C=CC1C1=NC=C2N1CCN(C2)C)NC(=O)C2CC2